ClC=1C=C(C=C(C1)N(C1=CC=CC=C1)C1=CC=CC=C1)N(C1=CC=CC=C1)C1=CC=CC=C1 5-chloro-N1,N1,N3,N3-tetraphenylbenzene-1,3-diamine